C(C1=CC=CC=C1)N1C(=O)N(C(=O)C(C1=O)=CC1=CC=CC=C1)CC1=CC=CC=C1 1,3-dibenzyl-5-benzylidenebarbituric acid